S1C2=C(C=C1C=C1N=C(OC1=O)C1=CC=C(C=C1)C(C)(C)C)C=CC=C2 4-(benzo[b]thiophen-2-ylmethylene)-2-(4-(tert-butyl)phenyl)oxazol-5(4H)-one